amino-benzocyclobutene-TFA salt OC(=O)C(F)(F)F.NC1CC=2C1=CC=CC2